CN1C(N(CC=2C1=NC(=NC2)S(=O)(=O)C)C2CCN(C1=CC=CC=C21)C(=O)OC(C)(C)C)=O tert-butyl 4-(1-methyl 7-methylsulfonyl-2-oxo-4H-pyrimido[4,5-d]pyrimidin-3-yl)-3,4-dihydro-2H-quinoline-1-carboxylate